2-(1-pyrrolidinyl)pyridine-3-formaldehyde N1(CCCC1)C1=NC=CC=C1C=O